ClC1=CC=C(C=C1)C1=CC=C(N1C1=C(C=CC=C1)C(F)(F)F)C1=CC=C(C=N1)C(=O)OCC ethyl 6-[5-(4-chlorophenyl)-1-[2-(trifluoromethyl)phenyl]pyrrol-2-yl]pyridine-3-carboxylate